OC=1C=C(C=CC1O)C1=NOC(=C1C(=O)NN)C 3-(3,4-dihydroxyphenyl)-5-methylisoxazole-4-carbohydrazide